[(1S,2S)-2-(4-fluoro-2,6-dimethyl-phenyl)-1-methyl-propyl] (2S)-2-[(3-acetoxy-4-methoxy-pyridine-2-carbonyl)amino]propanoate C(C)(=O)OC=1C(=NC=CC1OC)C(=O)N[C@H](C(=O)O[C@H]([C@@H](C)C1=C(C=C(C=C1C)F)C)C)C